ClC=1N=C(NC1C1=CC=C(C=C1)C)C#N 4-chloro-5-(4-methylphenyl)-1H-imidazole-2-nitrile